CC1=NC(=CC(=C1)C=1NC2=CC=C(C=C2C1C(C)C)C1CCN(CC1)C(CNCCC)=O)C 1-(4-(2-(2,6-dimethylpyridin-4-yl)-3-isopropyl-1H-indol-5-yl)piperidin-1-yl)-2-(propylamino)ethan-1-one